4-fluoro-3-(4-propyl-cyclohex-1-enyl)-7-trifluoromethyl-dibenzothiophene FC1=C(C=CC2=C1SC1=C2C=CC(=C1)C(F)(F)F)C1=CCC(CC1)CCC